3-(4-((4-((trifluoromethyl)mercapto)benzyl)oxy)phenyl)urea FC(F)(F)SC1=CC=C(COC2=CC=C(C=C2)NC(N)=O)C=C1